C1=CC=CC=2C3=CC=CC=C3C(C12)(C1=CC=C(C=C1)N1C(C=CC1=O)=O)C1=CC=C(C=C1)N1C(C=CC1=O)=O 1'-((9H-fluorene-9,9-diyl)bis(4,1-phenylene))bis(1H-pyrrole-2,5-dione)